C(CCCCCCCCCCC)C(C(O)(CCCCCCCCCCCC)CCCCCCCCCCCC)(O)CO trilauryl-glycerin